ClC=1C(=C2C=NNC2=C(C1F)C(C(F)(F)F)OCC)C=1N=CC=2N(C1)C=C(N2)NC(=O)C2C(C2)F N-(6-(5-chloro-7-(1-ethoxy-2,2,2-trifluoroethyl)-6-fluoro-1H-indazol-4-yl)imidazo[1,2-a]pyrazin-2-yl)-2-fluorocyclopropane-1-carboxamide